CC1(OB(OC1(C)C)C=1C=NN(C1)C1CCN(CC1)C(=O)OC(C)(C)C)C 1-tert-butyl 4-[4-(4,4,5,5-tetramethyl-1,3,2-dioxaborolan-2-yl)-1H-pyrazol-1-yl]piperidine-1-carboxylate